NC1=NN2C(C=C(C=C2)C2=C(C(=CC=C2)F)C)=C1C(=O)C1CC1 (2-amino-5-(3-fluoro-2-methylphenyl)pyrazolo[1,5-a]pyridin-3-yl)(cyclopropyl)methanone